dimethyl-(6-methyl-5-(1H-pyrazol-4-yl)piperidin-3-yl)phosphine oxide CP(C1CNC(C(C1)C=1C=NNC1)C)(C)=O